CN1C(C(CC1C)=O)=O 1,5-dimethylpyrrolidine-2,3-dione